N-[(2-tert-butylthiazol-4-yl)methyl]N-hexylamine C(C)(C)(C)C=1SC=C(N1)CNCCCCCC